(1-(oxetan-3-ylmethyl)-1H-indazol-6-yl)-methanol O1CC(C1)CN1N=CC2=CC=C(C=C12)CO